OCCN1CC2(CCN(C2)C2=CC=C(N=N2)C2=C(C=C(C=C2)N2N=CC=C2)O)CC1 2-(6-(7-(2-hydroxyethyl)-2,7-diazaspiro[4.4]-non-2-yl)pyridazin-3-yl)-5-(1H-pyrazol-1-yl)phenol